C1(CCC1)C=1N=CC2=C(N1)NC=C2C=2C=CC=1N(N2)C=C(N1)C 2-cyclobutyl-5-(2-methylimidazo[1,2-b]pyridazin-6-yl)-7H-pyrrolo[2,3-d]pyrimidine